Dibutyl 9,9'-((4-((2-(4-(2-((4-(bis(2-hydroxy-7-isopropoxy-7-oxoheptyl)amino)-butanoyl)oxy)ethyl)piperazin-1-yl)ethyl)disulfaneyl)butyl)azanediyl)bis(8-hydroxynonanoate) OC(CN(CCCC(=O)OCCN1CCN(CC1)CCSSCCCCN(CC(CCCCCCC(=O)OCCCC)O)CC(CCCCCCC(=O)OCCCC)O)CC(CCCCC(OC(C)C)=O)O)CCCCC(=O)OC(C)C